FC1CC(N(C1)C(CC1=NN=NN1)=O)C(=O)NC(C1=CC=CC=C1)C1=CC(=C(C=C1)C(C)C)F 4-fluoro-N-{[3-fluoro-4-(propan-2-yl)phenyl](phenyl)methyl}-1-[2-(1H-1,2,3,4-tetrazol-5-yl)acetyl]pyrrolidine-2-carboxamide